C(CCCCCCC\C=C/C\C=C/CCCCC)(=O)OCCSSCCO 2,2'-dithiodiethanol linoleate